ClC1=C(C=C2C(=N1)C(CC2)(C)C)N 2-chloro-7,7-dimethyl-6,7-dihydro-5H-cyclopenta[b]pyridin-3-amine